1-Stearoyl-2-arachidonoyl-sn-glycero-3-phosphorylcholine C(CCCCCCCCCCCCCCCCC)(=O)OC[C@@H](OC(CCC\C=C/C\C=C/C\C=C/C\C=C/CCCCC)=O)COP(=O)(O)OCC[N+](C)(C)C